C(C=C)(=O)OC(C(=O)O)C 2-acryloxypropionic acid